N-(((2R,3aR,5S,7aS)-5-(hydroxymethyl)octahydro-1H-indol-2-yl)methyl)-4-methylbenzenesulfonamide OC[C@@H]1C[C@@H]2C[C@@H](N[C@H]2CC1)CNS(=O)(=O)C1=CC=C(C=C1)C